ClC=1C=C2C(=CN=C(C2=CN1)OCC)[C@](C)(CC)O (S)-2-(6-chloro-1-ethoxy-2,7-naphthyridin-4-yl)butan-2-ol